(3S)-3-({8-carbamoyl-6-chloropyrido[3,2-d]pyrimidin-4-yl}amino)piperidine-1-carboxylic acid tert-butyl ester C(C)(C)(C)OC(=O)N1C[C@H](CCC1)NC=1C2=C(N=CN1)C(=CC(=N2)Cl)C(N)=O